COC1=CC=C(C=C1)C=1C=2N(C(=CN1)S(=O)(=O)C1=CC=C(C)C=C1)C=CN2 8-(p-methoxyphenyl)-5-(p-toluenesulfonyl)imidazo[1,2-a]pyrazine